CC1=NOC(=C1C1=CC2=C(N(C(=N2)C2N(C(OCC2)=O)C2=CC=C(C=C2)F)[C@@H]2CC[C@H](CC2)OC)C=C1)C 4-(5-(3,5-dimethylisoxazol-4-yl)-1-((trans)-4-methoxycyclohexyl)-1H-benzo[d]imidazol-2-yl)-3-(4-fluorophenyl)-1,3-oxazinan-2-one